ClC1=CC2=C(S1)C1(CCN(CC1)C(=O)OC(C)(C)C)OCC21CC1 tert-butyl 2'-chloro-5'H-dispiro[cyclopropane-1,4'-thieno[2,3-C]pyran-7',4''-piperidine]-1''-carboxylate